ClC1=CC=C(C=C1)C=1C=C(NC1)C(=O)NCC1(NC(NC1=O)=O)C=1N(C=CN1)C 4-(4-chlorophenyl)-N-[[4-(1-methylimidazol-2-yl)-2,5-dioxo-imidazolidin-4-yl]methyl]-1H-pyrrole-2-carboxamide